2-amino-4-phenyl-butyraldehyde NC(C=O)CCC1=CC=CC=C1